FC1=CC=C(C=C1)[C@@H](C(=O)C1=CC2=CC=CC=C2C=C1)NC1=CC=C(C=C1)OC (S)-2-(4-Fluorophenyl)-2-((4-methoxyphenyl)amino)-1-(naphthalen-2-yl)ethan-1-one